C(C)(C)(C)[C@@H]1CC=2C=C3C(=NC2CC1)SC(=C3)C(=O)N[C@H](CC[NH+]3[C@@H](C[C@H](C3)O)CO)C3=CC=C(C=C3)C3=CNC(C=C3)=O (6S)-6-tert-butyl-N-[(1R)-1-[4-(6-oxo-1H-pyridin-3-yl)phenyl]-3-[(2S,4R)-4-hydroxy-2-(hydroxymethyl)pyrrolidin-1-ium-1-yl]propyl]-5,6,7,8-tetrahydrothieno[2,3-b]quinoline-2-carboxamide